COC(CCC1C(CC(CC1)CC(C)C)C)OC 1-(3,3-dimethoxypropyl)-4-isobutyl-2-methylcyclohexane